N-methyl-1-methylsulfonyl-azetidine-3-carboxamide CNC(=O)C1CN(C1)S(=O)(=O)C